2-(2-(2-aminoethoxy)ethyl)-2-(4-(4-chlorophenyl)-2,3,9-trimethyl-6H-thieno[3,2-f][1,2,4]triazolo[4,3-a][1,4]diazepin-6-yl)acetamide NCCOCCC(C(=O)N)C1C=2N(C3=C(C(=N1)C1=CC=C(C=C1)Cl)C(=C(S3)C)C)C(=NN2)C